MUCONATE C(\C=C\C=C\C(=O)[O-])(=O)[O-]